C(C1=CC=CC=C1)C1CC(=NO1)CNC(C1=NC(=CC=C1)Cl)=O 5-benzyl-3-((6-chloropicolamido)methyl)-4,5-dihydroisoxazole